C[C@H]1CCC=2C1=NC1=C(C2NC(OCC(Cl)(Cl)Cl)=O)CCC1 2,2,2-Trichloroethyl (S)-(3-methyl-1,2,3,5,6,7-hexahydrodicyclopenta[b,e]pyridin-8-yl)carbamate